5-BORONOFURAN-2-CARBOXYLIC ACID B(O)(O)C1=CC=C(O1)C(=O)O